[N+](=O)([O-])C=1C=C(C=CC1NCC1CN(CCO1)C1COC1)S(=O)(=O)NC(C1=CN=CC=C1)=O N-((3-nitro-4-(((4-(oxetan-3-yl)morpholin-2-yl)methyl)amino)phenyl)sulfonyl)nicotinamide